NC1=NC=NN2C1=C(C=C2C2=C(C(=O)N[C@@H]1CN(C[C@@H]1F)C(C(C(F)(F)F)(C)C)=O)C=CC=C2)CN2CC(C2)(F)F 4-amino-5-[(3,3-difluoroazetidin-1-yl)methyl]pyrrolo[2,1-f][1,2,4]triazin-7-yl-N-[(3R,4S)-4-fluoro-1-(3,3,3-trifluoro-2,2-dimethylpropanoyl)pyrrolidin-3-yl]benzamide